methyl 2'-(1H-1,3-benzodiazol-2-yl)-5'-chloro-4-{[(1R)-1-phenylbutyl]carbamoyl}-[1,1'-biphenyl]-2-carboxylate N1C(=NC2=C1C=CC=C2)C2=C(C=C(C=C2)Cl)C=2C(=CC(=CC2)C(N[C@H](CCC)C2=CC=CC=C2)=O)C(=O)OC